1-[2-[7-(4-fluoro-2-isopropoxy-phenyl)-4-(1-methylpyrazol-4-yl)thieno[3,2-c]pyridin-6-yl]-6,7-dihydro-4H-pyrazolo[1,5-a]pyrazin-5-yl]prop-2-en-1-one FC1=CC(=C(C=C1)C=1C2=C(C(=NC1C1=NN3C(CN(CC3)C(C=C)=O)=C1)C=1C=NN(C1)C)C=CS2)OC(C)C